C(CCCCCC(C)(C)C)(=O)[O-].C(CCCCCC(C)(C)C)(=O)[O-].C(CCCCCC(C)(C)C)(=O)[O-].[Bi+3] bismuth trisneodecanate